NC1=C(C(=NN1C1CCOCC1)C1=CC=C(C=C1)CNC(C1=C(C=CC(=C1)F)OC)=O)C(=O)N 5-amino-3-[4-[[(5-fluoro-2-methoxy-benzoyl)amino]methyl]phenyl]-1-tetrahydropyran-4-yl-pyrazole-4-carboxamide